ClCCC(=C(C1=CC=C(C=C1)O)C1=CC=C(C=C1)N1CCC(CC1)CN1CC2N(C(C1)C2)C2=CC1=CN(C=C1C=C2F)C2C(NC(CC2)=O)=O)C2=CC=CC=C2 5-(3-((1-(4-(4-chloro-1-(4-hydroxyphenyl)-2-phenylbut-1-en-1-yl)phenyl)piperidin-4-yl)methyl)-3,6-diazabicyclo[3.1.1]heptane-6-yl)-2-(2,6-dioxopiperidin-3-yl)-6-fluoroisoindole